C1(=CC=CC=C1)COC1=NC=C(C(=O)NC(C(=O)O)C=CC(C)(C)C)C=C1 2-[6-(phenylmethoxy)nicotinoylamino]-5,5-dimethyl-3-hexenoic acid